5-(4-((6-ethyl-5,7-dioxo-4,5,6,7-tetrahydrothiazolo[5,4-d]pyrimidin-2-yl)methyl)piperazin-1-yl)-N-methylpicolinamide C(C)N1C(NC2=C(C1=O)N=C(S2)CN2CCN(CC2)C=2C=CC(=NC2)C(=O)NC)=O